N-(2-(3-hydroxy-2-methyl-4-oxopyridyl)ethyl)-4-benzyloxyphthalimide 3-[(3-amino-2-fluorophenyl)methyl]-2-oxo-3,4-dihydro-2H-1,3-benzoxazin-7-yl-N,N-dimethylcarbamate NC=1C(=C(C=CC1)CN1C(OC2=C(C1)C=CC(=C2)CN(C(O)=O)C)=O)F.OC2C(=NC=C(C2=O)CCN2C(C=1C(C2=O)=CC(=CC1)OCC1=CC=CC=C1)=O)C